N-(5-Cyano-6-(2H-1,2,3-triazol-2-yl)pyridin-3-yl)-1-(1H-pyrazolo[4,3-b]-pyridin-7-yl)-5-(trifluoromethyl)-1H-pyrazol-4-carboxamid C(#N)C=1C=C(C=NC1N1N=CC=N1)NC(=O)C=1C=NN(C1C(F)(F)F)C1=C2C(=NC=C1)C=NN2